C[C@@H]1N(CC1)C=1N=C(C2=C(N1)CCC2)C=2C=C(C=CC2)C2C(C2)C(=O)OCC Ethyl 2-[3-[2-[(2S)-2-methylazetidin-1-yl]-6,7-dihydro-5H-cyclopenta[d]pyrimidin-4-yl]phenyl]cyclopropanecarboxylate